Tert-butyl (Z)-2-((3-benzyl-5-bromopyrazin-2-yl)amino)-3-(thiophen-2-yl)acrylate C(C1=CC=CC=C1)C=1C(=NC=C(N1)Br)N\C(\C(=O)OC(C)(C)C)=C/C=1SC=CC1